The molecule is an organic sodium salt. It has a role as a fluorochrome. It contains a pyranine(3-). It derives from a hydride of a pyrene. C1=CC2=C3C(=C(C=C2S(=O)(=O)[O-])S(=O)(=O)[O-])C=CC4=C(C=C(C1=C43)O)S(=O)(=O)[O-].[Na+].[Na+].[Na+]